N1(N=CC=C1)C1CN(CCC1)C=1C2=C(N=C(N1)OCC13CCCN3CCC1)C(=C(N=C2)C2=CC=CC1=CC=CC(=C21)Cl)F (3-(1H-pyrazol-1-yl)piperidin-1-yl)-7-(8-chloronaphthalen-1-yl)-8-fluoro-2-((tetrahydro-1H-pyrrolizin-7a(5H)-yl)methoxy)pyrido[4,3-d]pyrimidine